C(C)C(C(=O)OCCCCCC(C)C)CC.C(C)C(C(=O)OCCCCCC(C)C)CC diisooctyl di(2-ethylbutyrate)